ClC1=CC(=C(C=C1)C(C(=O)C1=CNC2=CC=C(C=C12)OC(F)(F)F)NC1=CC(=CC(=C1)S(=O)(=O)C)OC)OC 2-(4-chloro-2-methoxyphenyl)-2-((3-methoxy-5-(methylsulfonyl)phenyl)amino)-1-(5-(trifluoromethoxy)-1H-indol-3-yl)ethanone